CN(C1CC2(CN(C2)C(=O)C2=CC=C(C=C2)C#CC)C1)C=1C2=C(N=CN1)NC=C2 (6-(Methyl(7H-pyrrolo[2,3-d]pyrimidin-4-yl)amino)-2-azaspiro[3.3]heptan-2-yl)(4-(prop-1-yn-1-yl)phenyl)methanon